C(C)NCC(=C(C)C)C N-ethyl-2,3-dimethylbut-2-en-1-amine